FC(C1=CC=C(C=C1)C=1CN(CCC1)C(=O)OC(C)(C)C)(F)F tert-butyl 3-(4-(trifluoromethyl) phenyl)-5,6-dihydropyridine-1(2H)-carboxylate